N-(5-(2-cyanothiazol-4-yl)-4-((2-(1,1-difluoroethyl)pyrimidin-4-yl)amino)pyridin-2-yl)acetamide C(#N)C=1SC=C(N1)C=1C(=CC(=NC1)NC(C)=O)NC1=NC(=NC=C1)C(C)(F)F